(2-Bromophenyl)(4-(trifluoromethyl)phenyl)sulfane BrC1=C(C=CC=C1)SC1=CC=C(C=C1)C(F)(F)F